N-[(5-chloropyrimidin-2-yl)methyl]-6-(7,8-dihydro-5H-1,6-naphthyridin-6-yl)-5-methyl-pyridine-3-carboxamide ClC=1C=NC(=NC1)CNC(=O)C=1C=NC(=C(C1)C)N1CC=2C=CC=NC2CC1